4-(chloromethyl)-N-(2-oxotetrahydrothiophen-3-yl)benzamide ClCC1=CC=C(C(=O)NC2C(SCC2)=O)C=C1